P(=O)([O-])([O-])[O-].C(CCC)[NH+](CCCC)CCCC.C(CCC)[NH+](CCCC)CCCC.C(CCC)[NH+](CCCC)CCCC tributylammonium monophosphate